ClC=1SC2=C(N1)OCC=1C=C(C(=CC12)F)Cl 2,7-Dichloro-8-fluoro-5H-isochromeno[3,4-d]thiazole